N-(cis-4-ethoxycyclohexyl)-5-(1-ethyl-1H-benzo[d][1,2,3]triazol-6-yl)-7H-pyrrolo[2,3-d]pyrimidin-2-amine C(C)O[C@H]1CC[C@H](CC1)NC=1N=CC2=C(N1)NC=C2C=2C=CC1=C(N(N=N1)CC)C2